piperazin-one N1C(CNCC1)=O